9,9-bis[4-(N,N-bis-biphen-4-ylamino)phenyl]-9H-fluorene C1(=CC=C(C=C1)C1=CC=CC=C1)N(C1=CC=C(C=C1)C1=CC=CC=C1)C1=CC=C(C=C1)C1(C2=CC=CC=C2C=2C=CC=CC12)C1=CC=C(C=C1)N(C1=CC=C(C=C1)C1=CC=CC=C1)C1=CC=C(C=C1)C1=CC=CC=C1